IC(C(F)(F)F)(F)F 2-iodoperfluoroethane